FC1=C(C(=CC(=C1)OC1=CC2=C(N(N=N2)C)C=C1)F)NC=1C2=C(N=CN1)C=NC(=N2)S(=O)C N-(2,6-difluoro-4-((1-methyl-1H-benzo[d][1,2,3]triazol-5-yl)oxy)phenyl)-6-(methylsulfinyl)pyrimido[5,4-d]pyrimidin-4-amine